C(=O)O.N1C=CC=C1 pyrrole formate